5-{[2-(4-Bromophenyl)imidazo[1,2-a]pyridin-3-yl]methyl}-N-(4-fluorophenyl)hexahydropyrrolo[3,4-c]pyrrole-2(1H)-carboxamide BrC1=CC=C(C=C1)C=1N=C2N(C=CC=C2)C1CN1CC2C(C1)CN(C2)C(=O)NC2=CC=C(C=C2)F